COC(CC1=NC(=CC=C1Br)Cl)=O.CC1(OC2=C(C1)C=CC=C2OCC(=O)N/N=C/C2=CC(=CC=C2)F)C (E)-2-((2,2-dimethyl-2,3-dihydrobenzofuran-7-yl)oxy)-N'-(3-fluorobenzylidene)acetohydrazide methyl-2-(3-bromo-6-chloropyridin-2-yl)acetate